1-(1,1-dioxidotetrahydro-2H-thiopyran-3-yl)-2,4,6-triphenylpyridin-1-ium tetrafluoroborate F[B-](F)(F)F.O=S1(CC(CCC1)[N+]1=C(C=C(C=C1C1=CC=CC=C1)C1=CC=CC=C1)C1=CC=CC=C1)=O